FC1=C(C=C(C=C1)F)C(CC#CC#CC=1C=CNC1)N1C(C2=CC(=CC(=C2C1)F)C#C)=O 4-(6-(2,5-difluorophenyl)-6-(6-ethynyl-4-fluoro-1-oxoisoindolin-2-yl)hexa-1,3-diyne-1-yl)-1H-pyrrole